C1(=CC=C(C=C1)CCC=1C(=C(SC1C)C)C(=O)NC1CC2(CC(C2)C(=O)O)C1)C1=CC=CC=C1 6-(4-(2-([1,1'-biphenyl]-4-yl)ethyl)-2,5-dimethylthiophene-3-carboxamido)spiro[3.3]heptane-2-carboxylic acid